ClC=1C=NC(=NC1)N1CCC(CC1)CCCOC1=CC(=C(C=C1)CC(=O)N1C[C@H](CC1)C(=O)NC[C@@H]([C@H]([C@@H]([C@@H](CO)O)O)O)O)F (3S)-1-[2-[4-[3-[1-(5-chloropyrimidin-2-yl)-4-piperidinyl]propoxy]-2-fluoro-phenyl]acetyl]-N-[(2S,3r,4r,5r)-2,3,4,5,6-pentahydroxyhexyl]pyrrolidine-3-carboxamide